[N+](=O)([O-])C=1C=C2C(=NN(C2=CC1)COCC[Si](C)(C)C)C1=CC(=NC=C1)N1CC2(CN(C2)C(=O)OC(C)(C)C)C1 tert-butyl 6-[4-[5-nitro-1-(2-trimethylsilylethoxymethyl)indazol-3-yl]-2-pyridyl]-2,6-diazaspiro[3.3]heptane-2-carboxylate